NC1(CN(C1)C=1C=C2CN3[C@@H](C2=CC1)CN(C[C@H]3C)C3=C1C=CC=NC1=C(C=C3)C#N)C 5-[(4R,10bS)-8-(3-amino-3-methyl-azetidin-1-yl)-4-methyl-3,4,6,10b-tetrahydro-1H-pyrazino[2,1-a]isoindol-2-yl]quinoline-8-carbonitrile